C(C)(C)OC=1C=CC(=NC1)C1=NSC(=N1)NC1=NC=C(C=C1N1C(CCC1)=O)C(F)(F)F 1-(2-((3-(5-isopropoxypyridin-2-yl)-1,2,4-thiadiazol-5-yl)amino)-5-(trifluoromethyl)pyridin-3-yl)pyrrolidin-2-one